[Cl-].[Ca].[NH4+] ammonium calcium chloride